2-[3-(Benzyloxy)-5-iodo-1H-pyrazol-1-yl]pyridin C(C1=CC=CC=C1)OC1=NN(C(=C1)I)C1=NC=CC=C1